NC1=C2C(=NC=N1)N(N=C2C2=CC=C(C=C2)OC2=CC=CC=C2)C2CCN(CC2)CCCC(=O)NC2=C(C=CC=C2)N 4-(4-(4-amino-3-(4-phenoxyphenyl)-1H-pyrazolo[3,4-d]pyrimidin-1-yl)piperidin-1-yl)-N-(2-aminophenyl)butanamide